O[C@@H]1C[C@@H](CCCC1)NC1=NC(=NC=C1C(=O)N)NC1CCC(CC1)OCC(F)(F)F 4-((1R,3S)-3-hydroxycycloheptylamino)-2-((1r,4R)-4-(2,2,2-trifluoroethoxy)cyclohexylamino)pyrimidine-5-carboxamid